2-((6-Chlorothiazolo[4,5-c]pyridin-2-yl)thio)-N-(3,4-dimethoxyphenyl)acetamide ClC1=CC2=C(C=N1)N=C(S2)SCC(=O)NC2=CC(=C(C=C2)OC)OC